FC(C(=O)O)(C1=C(C(=C(C(=C1F)F)F)F)F)C1=C(C(=C(C(=C1F)F)F)F)F.NC1=CC=C(CNC[C@H](CN2C[C@H]3CCCC[C@H]3CC2)O)C=C1 (3S,4aS,8aS)-2-[(R)-3-(4-aminobenzyl)amino-2-hydroxypropyl]decahydroisoquinoline perfluorophenyl-2-(4-fluorophenyl)acetate